N-(4-morpholin-4-ylcyclohexyl)-5-(oxan-4-yl)-7H-pyrrolo[2,3-d]pyrimidin-4-amine N1(CCOCC1)C1CCC(CC1)NC=1C2=C(N=CN1)NC=C2C2CCOCC2